2-chloro-5-{[(3,3-dimethylbutanoyl)amino]methyl}-N-{1-[4-methyl-3-(trifluoromethyl)phenyl]-1H-indazole-4-yl}benzamide ClC1=C(C(=O)NC2=C3C=NN(C3=CC=C2)C2=CC(=C(C=C2)C)C(F)(F)F)C=C(C=C1)CNC(CC(C)(C)C)=O